5-(3-bromo-5-chlorophenyl)-6-methyl-1,2,3,6-tetrahydropyrazine BrC=1C=C(C=C(C1)Cl)C1=NCCNC1C